3-((2R,5S)-2,5-dimethylpiperazin-1-yl)-2,2-difluoro-3-(4-fluorophenyl)propan-1-ol C[C@H]1N(C[C@@H](NC1)C)C(C(CO)(F)F)C1=CC=C(C=C1)F